SCSC(CC1SC=CCS1)SCS 2-(2,2-bis(mercaptomethylsulfanyl)ethyl)-1,3-dithiine